CN1C(=CC=C1)C(\C=C\C1=CC=CC=C1)=O (E)-1-(N-methyl-pyrrole-2-yl)-3-phenylpropan-2-en-1-one